C(CCCCCCCCCCCCC)(=O)OC1C(OCC1)(CO[P@](=O)(OC1=CC=CC=C1)N[C@H](C(=O)OC(CCC)CCC)CC1=CC=CC=C1)C#C 2-ethynyl-2-((((S)-(((S)-1-(heptan-4-yloxy)-1-oxo-3-phenylpropan-2-yl)amino)(phenoxy)phosphoryl)oxy)methyl)tetrahydrofuran-3-yl tetradecanoate